C(C)OC(=O)C1=C(NC(=NC1C1=C(C(=CC=C1)F)C)C=1SC=CN1)CN1CCN(CC1)C(=O)N1CCC(CC1)(C)CC(=O)O 2-(1-(4-((5-(ethoxycarbonyl)-6-(3-fluoro-2-methylphenyl)-2-(thiazol-2-yl)-3,6-dihydropyrimidin-4-yl)methyl)piperazine-1-carbonyl)-4-methylpiperidin-4-yl)acetic acid